sodium propan CCC.[Na]